6-bromo-8-(trifluoromethyl)quinoline BrC=1C=C2C=CC=NC2=C(C1)C(F)(F)F